ClC1=CC(=C(C=C1)[C@@]1(OC2=C(O1)C=CC=C2C2CCN(CC2)CC=2N(C(=C(N2)CC)C=2OC=C(N2)C(=O)O)C[C@@H]2OCC2)C)F 2-(2-((4-((S)-2-(4-chloro-2-fluorophenyl)-2-methylbenzo[d][1,3]dioxol-4-yl)piperidin-1-yl)methyl)-4-ethyl-1-(((R)-oxetan-2-yl)methyl)-1H-imidazol-5-yl)oxazole-4-carboxylic acid